1-(Tert-butyl)-1H-pyrrolo[2,3-b]pyridin-2(3H)-one C(C)(C)(C)N1C(CC=2C1=NC=CC2)=O